BrC1=C(C=CC(=C1)OC(F)(F)F)N1N=NC(=C1)COCC=1C(=C(C=CC1)C1=CC=CC=C1)C 1-(2-bromo-4-(trifluoromethoxy)phenyl)-4-(((2-methylbiphenyl-3-yl)methoxy)methyl)-1H-1,2,3-triazole